N-(4-(6-(9,9'-Spirobi[fluoren]-2-yl(9,9-dimethyl-9H-fluoren-2-yl)amino)-1,3,3-trimethyl-2,3-dihydro-1H-inden-1-yl)phenyl)-N-(9,9-dimethyl-9H-fluoren-2-yl)-9,9'-spirobi[fluoren]-2-amin C1=C(C=CC=2C3=CC=CC=C3C3(C12)C1=CC=CC=C1C=1C=CC=CC13)N(C1=CC=C3C(CC(C3=C1)(C)C1=CC=C(C=C1)N(C1=CC=3C2(C4=CC=CC=C4C3C=C1)C1=CC=CC=C1C=1C=CC=CC12)C1=CC=2C(C3=CC=CC=C3C2C=C1)(C)C)(C)C)C1=CC=2C(C3=CC=CC=C3C2C=C1)(C)C